4-bromo-2-((3,5-dichlorophenylimino)-methyl)-6-hydroxyphenyl isobutyrate C(C(C)C)(=O)OC1=C(C=C(C=C1O)Br)C=NC1=CC(=CC(=C1)Cl)Cl